1-(7-(6-chloro-8-ethoxy-7-(5-methyl-1H-indazol-4-yl)-2-(1-methylpiperidin-4-yl)-quinazolin-4-yl)-2,7-diazaspiro[3.5]non-2-yl)prop-2-en-1-one ClC=1C=C2C(=NC(=NC2=C(C1C1=C2C=NNC2=CC=C1C)OCC)C1CCN(CC1)C)N1CCC2(CN(C2)C(C=C)=O)CC1